methyl N-[6-chlorocarbonyl-2-(trifluoromethyl)-3-pyridyl]carbamate ClC(=O)C1=CC=C(C(=N1)C(F)(F)F)NC(OC)=O